6-fluoro-4-formyl-1-tosyl-1H-indol FC1=CC(=C2C=CN(C2=C1)S(=O)(=O)C1=CC=C(C)C=C1)C=O